C(C=C)(=O)NCCC[NH+](C)C N-acrylamidopropyl-N,N-dimethylammonium